(diethylsilane-diyl)-bis(2-methyl-4-(4-tert-butyl-phenyl)indenyl)silane C(C)[Si](CC)=[Si](C1C(=CC2=C(C=CC=C12)C1=CC=C(C=C1)C(C)(C)C)C)C1C(=CC2=C(C=CC=C12)C1=CC=C(C=C1)C(C)(C)C)C